N-(4-(cis-bicyclo[3.1.0]hexan-3-yloxy)-3,5-difluorophenyl)-5-((ethyl(methyl)amino)methyl)-2-(3-ethyl-3-methoxyazetidin-1-yl)oxazole-4-carboxamide C12CC(CC2C1)OC1=C(C=C(C=C1F)NC(=O)C=1N=C(OC1CN(C)CC)N1CC(C1)(OC)CC)F